(S)-N-(2-chloro-4-(trifluoromethyl)phenyl)-2-(5-ethyl-2-(3-fluoro-3,4-dihydro-2H-pyran-6-yl)-7-oxo-6-(piperazin-1-yl)-[1,2,4]triazolo[1,5-a]pyrimidin-4(7H)-yl)acetamide ClC1=C(C=CC(=C1)C(F)(F)F)NC(CN1C=2N(C(C(=C1CC)N1CCNCC1)=O)N=C(N2)C2=CC[C@@H](CO2)F)=O